ClC1=C(OC=2C=CC(=C(C2)S(=O)(=O)NCC2(CC2)O)O)C(=CC(=C1)N1N=C(C(NC1=O)=O)C(F)F)Cl 5-(2,6-dichloro-4-(6-(difluoromethyl)-3,5-dioxo-4,5-dihydro-1,2,4-triazin-2(3H)-yl)phenoxy)-2-hydroxy-N-((1-hydroxycyclopropyl)methyl)benzenesulfonamide